C(C)S(=O)(=O)C=1C=CC(=NC1C1=NC=2N(C=C1)N=C(C2)C(F)(F)F)N(C)C 5-(ethylsulfonyl)-N,N-dimethyl-6-(2-(trifluoromethyl)pyrazolo[1,5-a]pyrimidin-5-yl)pyridin-2-amine